1-[4-(1H-1,2,4-triazol-1-yl)phenyl]ethan-1-one N1(N=CN=C1)C1=CC=C(C=C1)C(C)=O